2-[5-ethylsulfanyl-6-[3-(2,2,3,3,3-pentafluoropropyl)imidazo[4,5-c]pyridin-6-yl]-3-pyridyl]-2-methyl-propanenitrile C(C)SC=1C=C(C=NC1C1=CC2=C(C=N1)N(C=N2)CC(C(F)(F)F)(F)F)C(C#N)(C)C